(R)-3-(3-(difluoromethoxy)phenyl)-1-((S)-3-hydroxy-3-methylbutan-2-yl)-N-(4-methyl-1,1-dioxidotetrahydro-2H-thiopyran-4-yl)-4,5,6,7-tetrahydro-1H-indazole-6-carboxamide FC(OC=1C=C(C=CC1)C1=NN(C=2C[C@@H](CCC12)C(=O)NC1(CCS(CC1)(=O)=O)C)[C@@H](C)C(C)(C)O)F